FC1=C(C(=CC=C1)F)C=1C=2C=3CCCCOC3SC2NC(CN1)=S 3-(2,6-difluorophenyl)-11-oxa-9-thia-4,7-diazatricyclo[8.5.0.02,8]pentadeca-1(10),2(8),3-triene-6-thione